phenyl (3-(tert-butyl)isoxazol-5-yl)carbamate C(C)(C)(C)C1=NOC(=C1)NC(OC1=CC=CC=C1)=O